FC1=C(C=CC(=C1)F)C1=NC(=NC2=C1N=C(N(C2=O)C)C(F)(F)F)N2C[C@@H](OC1(CC1)C2)C=2C=NN(C2)C (S)-8-(2,4-difluorophenyl)-3-methyl-6-(5-(1-methyl-1H-pyrazol-4-yl)-4-oxa-7-azaspiro[2.5]oct-7-yl)-2-(trifluoromethyl)pyrimido[5,4-d]pyrimidin-4(3H)-one